C12CNCCC2(C1)C=1C2=C(N=C(N1)O)C(=C(N=C2)C2=CC(=CC1=CC=CC=C21)O)F 4-{3-azabicyclo[4.1.0]heptan-6-yl}-8-fluoro-7-(3-hydroxynaphthalen-1-yl)pyrido[4,3-d]pyrimidin-2-ol